C(=O)C1=CC=CC(=N1)C(=O)N(C)C 6-formyl-N,N-dimethylpicolinamide